1-(2-(1,1-diphenyl-ethoxy)ethyl)azepane C1(=CC=CC=C1)C(C)(OCCN1CCCCCC1)C1=CC=CC=C1